5-bromo-4-methyl-3,4-dihydroquinoxaline-2(1H)-thione BrC1=C2N(CC(NC2=CC=C1)=S)C